ClC1=C(C(=CC(=C1)Cl)Cl)NC=1C2=C(N=CN1)C=NC(=C2)OC2CN(CC2)C(C=C)=O 1-(3-((4-((2,4,6-trichloro-phenyl)amino)pyrido[3,4-d]pyrimidin-6-yl)oxy)-pyrrolidin-1-yl)prop-2-en-1-one